COCCNC1=CC(=NC=N1)NC1=C2C(=NC(=C1)OC=1C(=CC(=NC1)C#N)C)N(C=N2)C 5-{7-[6-(2-Methoxy-ethylamino)-pyrimidin-4-ylamino]-3-methyl-3H-imidazo[4,5-b]pyridin-5-yloxy}-4-methyl-pyridine-2-carbonitrile